N1=CC=C(C=C1)SSCCO 2-(4-pyridyldithio)ethanol